5-(4-methylthiazol-2-yl)-4,5-dihydro-1H-pyrazol CC=1N=C(SC1)C1CC=NN1